C(C)OC(COC1=NOC(=C1)C(C(=O)OC)C(C)C)OCC methyl 2-(3-(2,2-diethoxyethoxy) isoxazol-5-yl)-3-methylbutyrate